NCCCCN(CCCCC(=O)OCC\C=C/CCCCC)CCCCC(=O)OCC\C=C/CCCCC [(Z)-non-3-enyl] 5-[4-aminobutyl-[5-[(Z)-non-3-enoxy]-5-oxo-pentyl]amino]pentanoate